1-[2-amino-1-(4-hydroxyphenyl)ethyl]cyclohexanol NCC(C1=CC=C(C=C1)O)C1(CCCCC1)O